1,5,9-triamino-2,3,6,7,10,11-hexamethoxytriphenylene NC1=C(C(=CC=2C3=C(C(=C(C=C3C3=C(C(=C(C=C3C12)OC)OC)N)OC)OC)N)OC)OC